COC=1C(=C2C=CNC2=C(C1)C)CN1[C@H](CC2(CC2)CC1)C1=C(C=C(C(=O)O)C=C1)N1CC(C1)OC 4-[(5R)-6-[(5-methoxy-7-methyl-1H-indol-4-yl)methyl]-6-azaspiro[2.5]octan-5-yl]-3-(3-methoxyazetidin-1-yl)benzoic acid